CCCCCCCCCCCCCCCC(=O)O[C@H](COC)COP(=O)([O-])OCC[N+](C)(C)C The molecule is a 2-acyl-1-alkyl-sn-glycero-3-phosphocholine in which the alkyl and the acyl groups at positions 1 and 2 are specified as methyl and hexadecanoyl respectively. It has a role as a mouse metabolite. It derives from a hexadecanoic acid.